Cl[Si](CCCCCCCC)(C)C chloro(dimethyl)octylsilane